2-(3-methyl-[1,2,4]oxadiazol-5-yl)-ethylamine CC1=NOC(=N1)CCN